C(=O)(O)C1=CC=C(C=C1)C=1C2=CC=C(N2)C(=C2C=CC(C(=C3C=CC(=C(C=4C=CC1N4)C4=CC=C(C=C4)C(=O)O)N3)C3=CC=C(C=C3)C(=O)O)=N2)C2=CC=C(C=C2)C(=O)O 5,10,15,20-tetra(4-carboxyphenyl)porphyrin